(methylaminomethyl)prop-2-enoic acid ethyl ester C(C)OC(C(=C)CNC)=O